[K].C(C)(C)C1=C(C(=CC=C1)C(C)C)NC(=O)NS(=O)(=O)C=1N=NC(=CC1)C N-((2,6-Diisopropylphenyl)carbamoyl)-6-methylpyridazine-3-sulfonamide, Potassium Salt